C1=CC=CC=2C3=CC=CC=C3C(C12)COC(=O)N[C@@H](CC(=O)OC(C)(C)C)C(=O)NC1=CC(=CC=C1)[C@@H](CCC1=CC(=C(C=C1)OC)OC)O (S)-tert-butyl 3-(((9H-fluoren-9-yl)methoxy)carbonylamino)-4-(3-((R)-3-(3,4-dimethoxyphenyl)-1-hydroxypropyl)phenylamino)-4-oxobutanoate